CN(S(=O)(=O)C=1C=C(C2=C(NC(C(O2)(C)C)=O)C1)C=1C2=C(C(N(C1)C)=O)NC=C2)C N,N,2,2-tetramethyl-8-(6-methyl-7-oxo-6,7-dihydro-1H-pyrrolo[2,3-c]pyridin-4-yl)-3-oxo-3,4-dihydro-2H-1,4-benzoxazine-6-sulfonamide